ClC1=CC(=C(C=C1)C=1C2=C(N=C(N1)N1C[C@@H](OCC1)C1=CC(=NC=C1)C)N=C(C=C2)C)F 4-(4-chloro-2-fluorophenyl)-7-methyl-2-((2S)-2-(2-methyl-4-pyridyl)-4-morpholinyl)pyrido[2,3-d]pyrimidine